C(C1=CC=CC=C1)OC1=C(C(=C(C(=O)O[C@H]2[C@@H](OC3=CC(=CC(=C3C2)OCC2=CC=CC=C2)OCC2=CC=CC=C2)C2=CC(=C(C(=C2)OCC2=CC=CC=C2)OCC2=CC=CC=C2)OCC2=CC=CC=C2)C=C1OCC1=CC=CC=C1)F)OC (2S,3R)-5,7-bis(benzyloxy)-2-(3,4,5-tris(benzyloxy)phenyl)chroman-3-yl 4,5-bis(benzyloxy)-2-fluoro-3-methoxybenzoate